COC(C(CC(=O)OC)[N+]#[C-])=O 2-ISOCYANOSUCCINIC ACID DIMETHYL ESTER